O(C1=CC=CC=C1)C1=CC=C(C=C1)C1=NN(C2=NC=NC(=C21)N)C2CCN(CC2)C2CCNCC2 3-(4-phenoxyphenyl)-1-[1-(4-piperidinyl)-4-piperidinyl]pyrazolo[3,4-d]pyrimidin-4-amine